C(=CC=C)S[Bi](C1=CC(=CC(=C1)[Bi](SC=CC=C)SC=CC=C)[Bi](SC=CC=C)SC=CC=C)SC=CC=C 1,3,5-tris(di(buta-1,3-dien-1-ylsulfanyl)bismuthanyl)benzene